4-(4-amino-7-{3-[3-(dimethylamino)azetidin-1-yl]prop-1-ynyl}-2-{4-[(2-fluoroacrylamido)]phenyl}-1-methylpyrrolo[3,2-c]pyridin-3-yl)-2-chloro-N-(2,2,2-trifluoroethyl)benzamide NC1=NC=C(C2=C1C(=C(N2C)C2=CC=C(C=C2)NC(C(=C)F)=O)C2=CC(=C(C(=O)NCC(F)(F)F)C=C2)Cl)C#CCN2CC(C2)N(C)C